(3R)-3-[2-(2-oxo-5-azabicyclo[2.2.2]octane-5-carbonyl)-6-(4,4,5,5-Tetramethyl-1,3,2-dioxaborolan-2-yl)-1,2,3,4-tetrahydroisoquinolin-8-yl]morpholine-4-carboxylic acid O=C1C2CN(C(C1)CC2)C(=O)N2CC1=C(C=C(C=C1CC2)B2OC(C(O2)(C)C)(C)C)[C@H]2N(CCOC2)C(=O)O